ClC1=CC=C(C=C1)C1(OC2=C(O1)C=CC=C2C2CCN(CC2)CC2=NC=C(C=C2C)C2=NN=C(N2)C(F)(F)F)C 2-({4-[2-(4-chlorophenyl)-2-methyl-2H-1,3-benzodioxol-4-yl]Piperidine-1-yl}methyl)-3-methyl-5-[5-(trifluoromethyl)-4H-1,2,4-triazol-3-yl]Pyridine